N-(4-(5-(difluoromethyl)-1,3,4-oxadiazol-2-yl)benzyl)-2-((3S,5R)-3,5-dimethylpiperazin-1-yl)-N-phenylethane-1-sulfonamid FC(C1=NN=C(O1)C1=CC=C(CN(S(=O)(=O)CCN2C[C@@H](N[C@@H](C2)C)C)C2=CC=CC=C2)C=C1)F